O1C(CCCC1)OC1=CC=C(C=C1)C1(SCCS1)C1=CC=C(C=C1)O 4-(2-(4-((Tetrahydro-2H-pyran-2-yl)oxy)phenyl)-1,3-dithiolan-2-yl)phenol